[Cu].ClC1=C2C(=NN(C2=CC=C1)S(=O)(=O)C1=CC=C(C=C1)C)N1[C@H](CC(C1)(F)F)C(C)O 1-[(2R)-1-[4-chloro-1-(p-tolylsulfonyl)indazol-3-yl]-4,4-difluoro-pyrrolidin-2-yl]ethanol copper